C(C1=CC=CC=C1)(=O)O[C@H](C(=O)[O-])[C@@H](C(=O)O)OC(C1=CC=CC=C1)=O.F[C@@H]1C[NH2+]C[C@H]1O (3R,4R)-3-Fluoro-4-hydroxypyrrolidin-1-ium (2S,3S)-2,3-bis(benzoyloxy)-3-carboxypropanoate salt